FC1=C(C=CC=2OC(C(N(C21)F)=O)(F)F)C2=C(C(=C(C(=C2F)F)F)F)F tetrafluoro-6-(perfluorophenyl)-2H-benzo[b][1,4]oxazin-3(4H)-one